C(C1=CC=CC=C1)SC=1OC(C2=C(N1)C=C(C=C2)C(F)(F)F)=O 2-(benzylsulfanyl)-7-(trifluoromethyl)-4H-benzo[d][1,3]oxazin-4-one